CNC(C1=C(C=CC=C1)SC1=CC=C2C(=NNC2=C1)\C=C\C1=NC=CC=C1)=O N-methyl-2-[3-((e)-2-pyridin-2-yl-vinyl)-1H-indazol-6-ylsulfanyl]-benzamide